boric acid tris(trifluoroethyl) ester FC(COB(OCC(F)(F)F)OCC(F)(F)F)(F)F